C(C)(=O)N[C@H]1[C@H](O[C@@H]([C@@H]([C@@H]1OCC1=CC=CC=C1)OCC1=CC=CC=C1)COCC1=CC=CC=C1)OCCOCCOCCOCCNC(OC(C)(C)C)=O tert-butyl (2-(2-(2-(2-(((2S,3R,4R,5R,6R)-3-acetamido-4,5-bis(benzyloxy)-6-((benzyloxy)methyl)tetrahydro-2H-pyran-2-yl)oxy)ethoxy)ethoxy)ethoxy)ethyl)carbamate